benzyl (5-(methoxy(methyl)amino)-2-methyl-5-oxopentan-2-yl)(methyl)carbamate CON(C(CCC(C)(C)N(C(OCC1=CC=CC=C1)=O)C)=O)C